C1(=CC=CC=C1)/C=1/C(=O)OC(\C1)=O phenyl-Maleic Anhydride